NC1=C(C=CC(=C1F)NCC1=CC=C(C=C1)O)NC([C@H]([C@@H](CCCCCCC)F)F)=O (2R,3R)-N-(2-amino-3-fluoro-4-((4-hydroxybenzyl)amino)phenyl)-2,3-difluorodecanamide